tert-Butyl 7-(aminomethyl)-2-methyl-8-oxa-2,5-diazaspiro[3.5]nonane-5-carboxylate NCC1CN(C2(CN(C2)C)CO1)C(=O)OC(C)(C)C